FC=1C=C2C(N(C=NC2=CC1C=1C=C(C=2N(C1)C=C(N2)C)F)C2CCN(CC2)C(=O)OC(C)(C)C)=O tert-butyl 4-(6-fluoro-7-{8-fluoro-2-methylimidazo[1,2-a]pyridin-6-yl}-4-oxoquinazolin-3-yl)piperidine-1-carboxylate